FC=1C=C(C=C2C(C(N(C12)C=1C=NC=C(C1)OC(F)(F)F)=O)(C)C)C(=O)NC1(CS(C1)(=O)=O)C 7-fluoro-3,3-dimethyl-N-(3-methyl-1,1-dioxo-thietan-3-yl)-2-oxo-1-[5-(trifluoromethoxy)-3-pyridyl]indoline-5-carboxamide